C(C)C1=CC=C2C(=N1)[C@H](CC1=C(O2)C=CC=C1)CN |o1:8| (R*)-(2-ethyl-10,11-dihydrobenzo[6,7]oxepino[3,2-b]pyridin-11-yl)methanamine